4-(4-((1R,5S)-3,8-diazabicyclo[3.2.1]octan-3-yl)-8-fluoro-2-(((2R,7aS)-2-fluorotetrahydro-1H-pyrrolizin-7a(5H)-yl)methoxy)-1,6-naphthyridin-7-yl)-5-fluoronaphthalen-2-ol [C@H]12CN(C[C@H](CC1)N2)C2=CC(=NC1=C(C(=NC=C21)C2=CC(=CC1=CC=CC(=C21)F)O)F)OC[C@]21CCCN1C[C@@H](C2)F